(2,4-dichlorophenyl)-2-methyl-5-(1-methyl-2-phenyl-1H-indol-3-yl)oxazole ClC1=C(C=CC(=C1)Cl)C=1N=C(OC1C1=C(N(C2=CC=CC=C12)C)C1=CC=CC=C1)C